C(C)(=O)NC=1N=C(C2=C(N1)CN(C2)C(=O)OC(C)(C)C)N2CCCC2 tert-butyl 2-acetamido-4-(pyrrolidin-1-yl)-5,7-dihydro-6H-pyrrolo[3,4-d]pyrimidine-6-carboxylate